(R)-4-((1-(3-cyano-2-(4,4-difluoropiperidin-1-yl)-7-methyl-4-oxo-4H-pyrido[1,2-a]pyrimidin-9-yl)ethyl)amino)thiophene-3-carboxylic acid C(#N)C1=C(N=C2N(C1=O)C=C(C=C2[C@@H](C)NC=2C(=CSC2)C(=O)O)C)N2CCC(CC2)(F)F